COC([C@@H](C)OC(C1=CC=CC=C1)=O)=O.ClC=1C(=CC(=NC1)OC)C1=CC(=NN1)C(=O)N1CCC(CC1)C(=O)NCC=1C=NC(=CC1)C#N 1-[5-(5-chloro-2-methoxypyridin-4-yl)-1H-pyrazole-3-carbonyl]-N-[(6-cyanopyridin-3-yl)methyl]piperidine-4-carboxamide methyl-(R)-2-benzoyloxypropionate